N-(2-ethynyl-thiazol-4-yl)-4-(4-(1-oxo-1,2-dihydro-isoquinolin-8-yl)phenyl)piperazine-1-carboxamide C(#C)C=1SC=C(N1)NC(=O)N1CCN(CC1)C1=CC=C(C=C1)C=1C=CC=C2C=CNC(C12)=O